CN(C1=CC=C(C=C1)C(NC(=O)C=1C(NC(=CC1)C(F)(F)F)=O)C1=CC=CC=C1)C N-((4-(dimethylamino)phenyl)(phenyl)methyl)-2-oxo-6-(trifluoromethyl)-1,2-dihydropyridine-3-carboxamide